tert-butyl [(3R,5S)-5-{[bis(tert-butoxycarbonyl)amino]methyl}-3-(2,5-dioxo-2,5-dihydro-1H-pyrrol-1-yl)-2-oxopyrrolidin-1-yl]acetate C(C)(C)(C)OC(=O)N(C(=O)OC(C)(C)C)C[C@@H]1C[C@H](C(N1CC(=O)OC(C)(C)C)=O)N1C(C=CC1=O)=O